2-amino-4-(methylamino)butyric acid NC(C(=O)O)CCNC